C(#N)C=1C=C2C[C@H](COC2=CC1)NC(=O)C1=NN2C(CN(CC2)C(=O)OC(C)(C)C)=C1 (R)-tert-butyl 2-((6-cyanochroman-3-yl)carbamoyl)-6,7-dihydropyrazolo[1,5-a]pyrazine-5(4H)-carboxylate